COC(=O)N1C2COCC1CC(C2)N2CCC1(C(NC(O1)=O)CC)CC2 7-(4-ethyl-2-oxo-1-oxa-3,8-diazaspiro[4.5]dec-8-yl)-3-oxa-9-azabicyclo[3.3.1]nonane-9-carboxylic acid methyl ester